Cl.N[C@H]1CN(C[C@@H](C1)C)C=O ((3R,5R)-3-amino-5-methylpiperidin-1-yl)methanone hydrochloride